ClC1=C2C=NN(C2=CC=C1B1OC(C(O1)(C)C)(C)C)C([2H])([2H])[2H] 4-chloro-1-(methyl-d3)-5-(4,4,5,5-tetramethyl-1,3,2-dioxaborolan-2-yl)-1H-indazole